COC1=CC=C2C(=N1)N(C=N2)CC2=CC=C(C=C2)B(O)O 4-((5-methoxyimidazo[4,5-b]pyridin-3-yl)methyl)phenylboronic acid